CCOC(=O)NC1=C(C(=O)C(=C(C1=O)N2CC2)NC(=O)OCC)N3CC3 The molecule is a 1,4-benzoquinone that is substituted at positions 2 and 5 have been replaced by aziridin-1-yl groups and at positions 3 and 6 by (ethoxycarbonyl)amino groups. It has a role as an antineoplastic agent and an alkylating agent. It is a carbamate ester, a member of aziridines, an enamine and a member of 1,4-benzoquinones.